FC1(CCC(CC1)C1=NC=CC(=C1N1CCC(CC1)OC)C1=C(C=CC=C1)F)F N-[2-(4,4-difluorocyclohexyl)-4-(2-fluorophenyl)-3-pyridyl]-4-methoxy-piperidine